C(C)(C)(C)OC(=O)N1CC(C1)C1=NN(C2=NC=CC(=C21)NC(CO)=O)C2=CC=C(C=C2)OC(F)(F)F 3-(4-(2-Hydroxyacetamido)-1-(4-(trifluoromethoxy)phenyl)-1H-pyrazolo[3,4-b]pyridin-3-yl)azetidine-1-carboxylic acid tert-butyl ester